3-methylphenyl-N,N'-diphenyl-N,N'-bis(4-methoxyphenyl)-1,1'-biphenyl-4,4'-diamine CC=1C=C(C=CC1)C1=C(C=CC(=C1)N(C1=CC=C(C=C1)OC)C1=CC=CC=C1)C1=CC=C(C=C1)N(C1=CC=C(C=C1)OC)C1=CC=CC=C1